C(C=C)(=O)N1C[C@@H](N(CC1)S(=O)(=O)C)C1=CC(=NC(=C1)Cl)C1=CC(=NC(=N1)C)C(=O)NC (S)-6-(4-(4-acryloyl-1-(methylsulfonyl)piperazin-2-yl)-6-chloropyridin-2-yl)-N,2-dimethylpyrimidine-4-carboxamide